NC1=C(C=C(C(=N1)F)C1=NC(=C(C=C1)N1CCOCC1)CN1C[C@H](CC1)OC)C=1C=C2CCNC(C2=CC1F)=O (S)-6-(6'-amino-2'-fluoro-6-((3-methoxypyrrolidin-1-yl)methyl)-5-morpholino-[2,3'-bipyridin]-5'-yl)-7-fluoro-3,4-dihydroisoquinolin-1(2H)-one